CN(CCCC(=O)OCCN(CCCCCC(=O)OC(CCCCCCCC)CCCCCCCC)CCCCCC(=O)OCCCCCCCCCCC(C)C)C 1-octylnonyl 6-({2-[4-(dimethylamino)butyroxy]ethyl}[5-(11-methyldodecyloxy carbonyl)pentyl]amino)hexanoate